tert-butyl N-(3-aminopropyl)-N-methylcarbamate NCCCN(C(OC(C)(C)C)=O)C